2-(3-iodo-4-methylphenyl)-5-(trifluoromethyl)furan-3-carboxamide IC=1C=C(C=CC1C)C=1OC(=CC1C(=O)N)C(F)(F)F